FC(C1=CC=C2C(=N1)NC=C2)(F)F 6-(trifluoromethyl)pyrrolo[2,3-b]pyridine